FC1=C(C=CC=C1)S(=O)(=O)NNC(=O)C=1C=C(C=C(C1)C)C1=NC=CC(=C1)CNC(OC(C)(C)C)=O tert-butyl ((2-(3-(2-((2-fluorophenyl)sulfonyl)hydrazine-1-carbonyl)-5-methylphenyl)pyridin-4-yl)methyl)carbamate